1-octadecyl-2-(9Z,12Z-octadecadienoyl)-glycero-3-phospho-(1'-sn-glycerol) CCCCCCCCCCCCCCCCCCOC[C@H](COP(=O)(O)OC[C@H](CO)O)OC(=O)CCCCCCC/C=C\C/C=C\CCCCC